(Z)-2-(4-(4-(4-(4-(2-amino-4-(difluoromethyl)pyrimidin-5-yl)-6-morpholino-1,3,5-triazin-2-yl)piperazin-1-yl)-4-oxobutyl)piperidine-1-carbonyl)-3-cyclopropylacrylonitrile NC1=NC=C(C(=N1)C(F)F)C1=NC(=NC(=N1)N1CCOCC1)N1CCN(CC1)C(CCCC1CCN(CC1)C(=O)\C(\C#N)=C/C1CC1)=O